FC(CC1=CC2=C(N=CN=C2NC2CCN(CC2)CC=2C=C3C=C(NC3=CC2)C#N)S1)(F)F 5-[[4-[[6-(2,2,2-trifluoroethyl)thieno[2,3-d]pyrimidin-4-yl]amino]piperidin-1-yl]methyl]-1H-indole-2-carbonitrile